N1(CC=CC1)C(=O)OCC1=C(C=CC=C1)C 2-methylbenzyl 3-pyrroline-1-carboxylate